BrC1=CC=C2C(OC3(CCNCC3)C2=C1)=O 6-bromo-3H-spiro[isobenzofuran-1,4'-piperidin]-3-one